4-benzoylbutyric acid methyl ester COC(CCCC(C1=CC=CC=C1)=O)=O